4,4-bis(hexylthio)butanoic acid C(CCCCC)SC(CCC(=O)O)SCCCCCC